NC1=C2N=CN(C2=NC(=N1)Cl)[C@H]1[C@H]([C@@H]([C@H](O1)COC(C(=O)O)(C(=O)O)CC1=CN=C(S1)C(=O)O)O)F 2-(((2R,3R,4S,5R)-5-(6-amino-2-chloro-9H-purin-9-yl)-4-fluoro-3-hydroxytetrahydrofuran-2-yl)methoxy)-2-((2-carboxythiazol-5-yl)methyl)malonic acid